(R)-(4-Chlorophenyl)(3-(4-fluorobenzo[d]thiazol-2-yl)-8-methyl-5,6-dihydro-[1,2,4]triazolo[4,3-a]pyrazin-7(8H)-yl)methanone ClC1=CC=C(C=C1)C(=O)N1[C@@H](C=2N(CC1)C(=NN2)C=2SC1=C(N2)C(=CC=C1)F)C